C1CN[C@@H]2CC3=CNC4=CC=CC([C@H]2C1)=C34 ergolin